1-(4-chloro-phenoxy)-1-(1H-imidazol-1-yl)-3,3-dimethyl-2-butanone ClC1=CC=C(OC(C(C(C)(C)C)=O)N2C=NC=C2)C=C1